succinimidyladipate C1(CCC(N1C(C(=O)[O-])CCCC(=O)[O-])=O)=O